Cl.C(=O)(OC(C)(C)C)NCCCN N-Boc-1,3-propanediamine hydrochloride